BrC1=CC=CC(=N1)C1=CN=C2N1N=C(C(=C2)OC)C(C)(C)O 2-[3-(6-bromo-2-pyridyl)-7-methoxy-imidazo[1,2-b]pyridazin-6-yl]propan-2-ol